Propoxytriazine C(CC)OC1=NN=NC=C1